(S)-3-(3-(4-((2,3-dihydrobenzo[b][1,4]dioxin-2-yl)methyl)piperazin-1-yl)-1,5-dimethyl-1H-pyrazol-4-yl)oxazolidin-2-one O1C2=C(OC[C@@H]1CN1CCN(CC1)C1=NN(C(=C1N1C(OCC1)=O)C)C)C=CC=C2